C(C)C=1C=CC2=C(N=C(S2)C)C1 5-Ethyl-2-methylbenzo[d]thiazole